[OH-].C(CN)N.C(CN)N.[Cu+2].[OH-] copper (II) bis(ethylenediamine) hydroxide